N,N-bis-hydroxyethyl-glycine OCCN(CC(=O)O)CCO